COC(=O)C1=CC=C2C(=N1)N(C(=N2)CCCCl)C[C@H]2OCC2 (S)-2-(3-chloropropyl)-3-(oxetan-2-ylmethyl)-3H-imidazo[4,5-b]pyridine-5-carboxylic acid methyl ester